4-amino-N-[5-(2-chloro-6-methyl-4-pyridyl)-4-(3-cyanophenyl)thiazol-2-yl]-4-methylpiperidine-1-carboxamide NC1(CCN(CC1)C(=O)NC=1SC(=C(N1)C1=CC(=CC=C1)C#N)C1=CC(=NC(=C1)C)Cl)C